ClC1=CC=C(C2=C1N(C(=N2)N)C)CC=2C=NC=1CCCCC1C2 7-chloro-1-methyl-4-(5,6,7,8-tetrahydroquinolin-3-ylmethyl)benzimidazol-2-amine